nickel-iron iridium [Ir].[Fe].[Ni]